FC=1C(=CC=C2C(=NC(=NC12)OC[C@H]1N(CCC1)C)N1C[C@H]2CC[C@@H](C1)N2CC(=O)N2CCNCC2)C2=CC(=CC1=CC=CC=C21)O 2-((1R,5S)-3-(8-fluoro-7-(3-hydroxynaphthalen-1-yl)-2-(((S)-1-methylpyrrolidin-2-yl)methoxy)quinazolin-4-yl)-3,8-diazabicyclo[3.2.1]octan-8-yl)-1-(piperazin-1-yl)ethan-1-one